C(CCCCCCCCCCCCCCCCCCC)(=O)O.C(CCCCCCCCCCCCCCC)NCCCN N-hexadecyltrimethylenediamine eicosanate